C(C)(C)NC1=NC(=NC(=N1)NC1=CC(=CC=C1)S(=O)(=O)C(C)C)C1=CC=CC=C1 N2-isopropyl-N4-(3-(isopropylsulfonyl)phenyl)-6-phenyl-1,3,5-triazine-2,4-diamine